ClC=1C(=NC(=C(C1)Cl)Cl)OCC(=O)O 3,5,6-trichloropyridine-2-oxyacetic acid